C[C@@H]1CCNCCN1[C@H](C)C1=CC=CC=C1 (R)-7-methyl-1-((R)-1-phenylethyl)-1,4-diazepan